tert-butyl ((3R*,4S*)-4-fluoropyrrolidin-3-yl)carbamate F[C@@H]1[C@@H](CNC1)NC(OC(C)(C)C)=O |o1:1,2|